N-(3-(6-(4-(3H-imidazo[4,5-b]pyridin-7-yl)-1H-pyrazol-1-yl)pyridin-3-yl)-4,4,4-trifluorobutyl)cyclohexylamine N1=CNC2=NC=CC(=C21)C=2C=NN(C2)C2=CC=C(C=N2)C(CCNC2CCCCC2)C(F)(F)F